N-(4-(1H-imidazol-1-yl)phenyl)-6,7-dimethyl-3-oxo-4-((2S,3S,4R)-2,3,4,5-tetrahydroxypentyl)-3,4-dihydroquinoxaline-2-carboxamide N1(C=NC=C1)C1=CC=C(C=C1)NC(=O)C1=NC2=CC(=C(C=C2N(C1=O)C[C@@H]([C@@H]([C@@H](CO)O)O)O)C)C